2-(2-aminopyridin-3-yl)-3-(4-(((tert-butoxycarbonyl)amino)methyl)phenyl)-3H-imidazo[4,5-b]pyridine-6-carboxylic acid NC1=NC=CC=C1C1=NC=2C(=NC=C(C2)C(=O)O)N1C1=CC=C(C=C1)CNC(=O)OC(C)(C)C